2-[tert-butyl(diphenyl)silyl]oxy-N-methoxy-N-methyl-cyclopentanecarboxamide [Si](C1=CC=CC=C1)(C1=CC=CC=C1)(C(C)(C)C)OC1C(CCC1)C(=O)N(C)OC